1-(3-methoxypropyl)-4-piperidinol COCCCN1CCC(CC1)O